C(C=CC1=CC=CC=C1)N1C=2C(C(=O)OC1=O)=CC=CC2 N-cinnamylisatoic anhydride